rac-(1R,2S,5R)-N-(4-(2-Amino-2-oxoethyl)phenyl)-2-isopropyl-5-methylcyclohexan-1-carboxamid NC(CC1=CC=C(C=C1)NC(=O)[C@H]1[C@@H](CC[C@H](C1)C)C(C)C)=O |r|